(3S,8S,9S,10R,13S,14S,17S)-10,13-dimethyl-17-((S)-1-(pyridin-3-yloxy)ethyl)-2,3,4,7,8,9,10,11,12,13,14,15,16,17-tetradecahydro-1H-cyclopenta[a]phenanthren-3-ol C[C@]12[C@H]3CC[C@@]4([C@H](CC[C@H]4[C@@H]3CC=C2C[C@H](CC1)O)[C@H](C)OC=1C=NC=CC1)C